CC1=C(N=NC(=C1)C1=CC=CC=C1)SN1CCN(CC1)C 4-methyl-3-((4-methylpiperazin-1-yl)thio)-6-phenylpyridazine